CC1N(CCC1)C(=O)C=1N=C(SC1)C(=O)N 4-(2-methylpyrrolidine-1-carbonyl)thiazole-2-carboxamide